FC12C3(C4(C2(C2(C1(C3(C42F)F)F)F)F)F)CO ((2s,3R,4s,5S)-perfluorocuban-1-yl)methanol